ClC1=NS(C2=C1C=C(C=C2)F)(=O)=O 3-chloro-5-fluoro-1,2-benzothiazole-1,1-dioxide